C(#N)[C@@]1(COCC2=CC=C(C=C12)C(=O)NCC=1N=CC2=CC=C(C=C2C1)C1=CC=CC=C1)C (R)-4-cyano-4-methyl-N-((6-phenylisoquinolin-3-yl)methyl)isochromane-6-carboxamide